NC1=NC(=NN2C1=NC=C2CC2=C(C=C(C(=C2)F)OCCNC)F)O[C@@H](CCO)CCC |o1:25| (R or S)-3-((4-amino-7-(2,5-difluoro-4-(2-(methylamino)ethoxy)benzyl)imidazo[2,1-f][1,2,4]triazin-2-yl)oxy)hexan-1-ol